1-benzyl-1-(3-methoxybenzyl)thiourea C(C1=CC=CC=C1)N(C(=S)N)CC1=CC(=CC=C1)OC